1-iodotriacetyl-xylose IC(=O)[C@](O)([C@@](O)([C@](O)(CO)C(C)=O)C(C)=O)C(C)=O